pentacyclo[9.2.1.13,9.02,10.04,8]Pentadecane-5,12-diene C12C3C4C5C=CCC5C(C3C(C=C1)C2)C4